Cl.ClC1=CC=C(C=C1)\C(=C(/CN1CCNCC1)\C)\C (Z)-1-(3-(4-chlorophenyl)-2-methylbut-2-en-1-yl)piperazine hydrochloride